triethoxyphenylsilane C(C)O[Si](C1=CC=CC=C1)(OCC)OCC